3-(aminocarbonyl)-1-(3-sulfopropyl)pyridinium NC(=O)C=1C=[N+](C=CC1)CCCS(=O)(=O)O